sodium 3-[2-(2-heptyl-4,5-dihydro-1H-imidazol-1-yl)ethoxy]propionate C(CCCCCC)C=1N(CCN1)CCOCCC(=O)[O-].[Na+]